1-chloropropyl tridecanoate C(CCCCCCCCCCCC)(=O)OC(CC)Cl